CC(C)(C(C)(C)OCCC1=C(C=CC(=C1)C)S(=O)(=O)N)OCCC1=C(C=CC(=C1)C)S(=O)(=O)N ((2,3-dimethylbutane-2,3-diyl)bis(oxy))bis(ethane-2,1-diyl)-bis(4-methylbenzenesulfonamide)